ClC1(C(CC1=O)CC1CCN(CC1)C(=O)OC(C)(C)C)Cl tert-butyl 4-[(2,2-dichloro-3-oxo-cyclobutyl)methyl]piperidine-1-carboxylate